(1S,2R,3S,4R,5S)-4-(6-amino-2-iodo-9H-purin-9-yl)-1-(3-methyl-1,2,4-oxadiazol-5-yl)bicyclo[3.1.0]hexane-2,3-diol NC1=C2N=CN(C2=NC(=N1)I)[C@H]1[C@@H]([C@@H]([C@@]2(C[C@H]12)C1=NC(=NO1)C)O)O